ClC1=C(C=CC=C1)N1C(N=C(C2=C1N=C(C=C2)C(F)(F)F)NCC(F)(F)F)=O 1-(2-chlorophenyl)-4-[(2,2,2-trifluoro-ethyl)amino]-7-(trifluoro-methyl)-pyrido[2,3-d]pyrimidin-2(1H)-one